[3-[(6-chloro-5-cyclopropyl-3-pyridyl)oxy]azetidin-1-yl]-[6-(3-cyclopropyl-1,2,4-triazol-1-yl)-2-azaspiro[3.3]heptan-2-yl]methanone ClC1=C(C=C(C=N1)OC1CN(C1)C(=O)N1CC2(C1)CC(C2)N2N=C(N=C2)C2CC2)C2CC2